Ethyl (S)-3-(5-Fluoro-3'-methoxybiphenyl-3-yl)-3-(3-(4-hydroxy-1-methyl-2-oxo-1,2-dihydropyridin-3-yl)ureido)propanoat FC=1C=C(C=C(C1)C1=CC(=CC=C1)OC)[C@H](CC(=O)OCC)NC(=O)NC=1C(N(C=CC1O)C)=O